ClC=1C=C(C=CC1)C1=NN=C(S1)C=1C=CC(N(N1)CC1=CN=C(S1)CC)=O 6-(5-(3-chlorophenyl)-1,3,4-thiadiazol-2-yl)-2-((2-ethylthiazol-5-yl)methyl)pyridazin-3(2H)-one